OC[C@H](COC)NC1=C(C(N(N=C1)COCC[Si](C)(C)C)=O)C(F)(F)F 5-[[(2R)-1-Hydroxy-3-methoxypropan-2-yl]amino]-4-(trifluoromethyl)-2-[[2-(trimethylsilyl)ethoxy]methyl]-2,3-dihydropyridazin-3-one